1-(4-(4-fluorobenzyl)piperazinyl)-3-(3-hydroxyphenyl)-1-propanone FC1=CC=C(CN2CCN(CC2)C(CCC2=CC(=CC=C2)O)=O)C=C1